3-[6-(2-phenoxy-pyridin-3-yl)-naphthalen-2-yl]-propionic acid O(C1=CC=CC=C1)C1=NC=CC=C1C=1C=C2C=CC(=CC2=CC1)CCC(=O)O